6-fluoro-5-(1,2,3,6-tetrahydropyridin-4-yl)pyridine-2-carboxylic acid methyl ester hydrochloride Cl.COC(=O)C1=NC(=C(C=C1)C=1CCNCC1)F